2-(Azepan-1-yl)-3-phenylquinazolin-4(3H)-one N1(CCCCCC1)C1=NC2=CC=CC=C2C(N1C1=CC=CC=C1)=O